C(C)(C)OCCNC1=NN2C(C=N1)=C(C=C2)C=2C=C1C(=NC2)N=C(N1C(C)C)C N-(2-isopropoxyethyl)-5-(1-isopropyl-2-methyl-1H-imidazo[4,5-b]pyridin-6-yl)pyrrolo[2,1-f][1,2,4]triazin-2-amine